C(#N)[C@@H](C[C@@H]1C(NCC1)=O)NC(=O)[C@@H]1N([C@@H]2CC([C@H]1CC2)(F)F)C(=O)C=2NC1=CC=CC(=C1C2)C(F)F (1S,3R,4S)-N-((R)-1-cyano-2-((R)-2-oxopyrrolidin-3-yl)ethyl)-2-(4-(difluoromethyl)-1H-indole-2-carbonyl)-5,5-difluoro-2-azabicyclo[2.2.2]octane-3-carboxamide